N-(4-amino-1-tetrahydropyran-2-yl-pyrazolo[4,3-c]pyridin-7-yl)-N'-benzyl-N'-[(3-nitrophenyl)methyl]oxamide NC1=NC=C(C2=C1C=NN2C2OCCCC2)NC(=O)C(=O)N(CC2=CC(=CC=C2)[N+](=O)[O-])CC2=CC=CC=C2